N-[5-(1H-benzimidazol-2-yl)-1-methyl-pyrazol-3-yl]-6-(4-morpholino-1-piperidyl)pyridazine-3-carboxamide N1C(=NC2=C1C=CC=C2)C2=CC(=NN2C)NC(=O)C=2N=NC(=CC2)N2CCC(CC2)N2CCOCC2